[(1S)-1-[4-(trifluoromethyl)phenyl]ethyl]methanesulfonate FC(C1=CC=C(C=C1)[C@H](C)CS(=O)(=O)[O-])(F)F